CN1C(C=2C=CC(=C3C2C1=CC1=C(N3C)N=CC=C1)NC(C)=O)=O N-(1,6-dimethyl-2-oxo-2,6-dihydro-1H-pyrido[3',2':6,7]azepino[4,3,2-cd]isoindol-5-yl)acetamide